BrC=1C=C(C=C(C1)[N+](=O)[O-])C(C)O 1-(3-bromo-5-nitrophenyl)ethan-1-ol